tri-ethyl-acetyl-ricinoleate C(C)C(CCCCC[C@H](C\C=C/CCCCCCC(C(=O)[O-])C(C)=O)O)(CC)CC